ClC1=CC=C2C(=N1)NC=C2S(=O)(=O)NC=2C(=NC(=C(C2)F)OCC(F)F)F 6-Chloro-N-[6-(2,2-difluoroethoxy)-2,5-difluoropyridin-3-yl]-1H-pyrrolo[2,3-b]pyridine-3-sulfonamide